FC1=C(C=CC=C1)CN1C(C(CC1=O)C1=CC=CC=C1)CC(=O)NS(=O)(=O)C 2-[1-[(2-fluorophenyl)methyl]-5-oxo-3-phenylpyrrolidin-2-yl]-N-methylsulfonylacetamide